1,2-dibenzyloxycarbonylhydrazine C(C1=CC=CC=C1)OC(=O)NNC(=O)OCC1=CC=CC=C1